tert-butyl N-[(9R,13S)-3-(2H3)methyl-9-methyl-8-oxo-3,4,7,15-tetraazatricyclo[12.3.1.02,6]octadeca-1(18),2(6),4,14,16-pentaen-13-yl]carbamate C(N1C=2C=3C=CN=C([C@H](CCC[C@H](C(NC2C=N1)=O)C)NC(OC(C)(C)C)=O)C3)([2H])([2H])[2H]